dodeca-2E,4E-dienoic acid isobutylamide C(C(C)C)NC(\C=C\C=C\CCCCCCC)=O